4-chloro-6-(1-ethyl-propylamino)-2-methylsulfonyl-pyrimidine-5-carbaldehyde ClC1=NC(=NC(=C1C=O)NC(CC)CC)S(=O)(=O)C